methyl 1-((2-(3,4-dichlorophenyl)chroman-6-yl)methyl)azetidine-3-carboxylate ClC=1C=C(C=CC1Cl)C1OC2=CC=C(C=C2CC1)CN1CC(C1)C(=O)OC